tert-Butyl 4-(4-(1-(1,1-dioxidothietan-3-yl)-3-(4-fluorophenyl)-1H-pyrazol-4-yl)furo[2,3-d]pyrimidin-6-yl)-5,6-dihydropyridine-1(2H)-carboxylate O=S1(CC(C1)N1N=C(C(=C1)C=1C2=C(N=CN1)OC(=C2)C2=CCN(CC2)C(=O)OC(C)(C)C)C2=CC=C(C=C2)F)=O